C(C1=CC=CC=C1)OC=1C(C=CN2N(CN(C(C21)=O)CCC2=CC(=CC=C2)F)C21C(=CC3=C(C(=CC=C23)F)F)CC=2C=CC=CC21)=O 5-(benzyloxy)-1-(1,2-difluoroindeno[1,2-a]inden-4b(9H)-yl)-3-(3-fluorophenethyl)-2,3-dihydro-1H-pyrido[2,1-f][1,2,4]triazine-4,6-dione